(R)-2-((6-((3S,4R)-4-amino-3-hydroxypiperidin-1-yl)-3,5-dicyano-4-ethylpyridin-2-yl)thio)-2-phenylacetamide N[C@H]1[C@H](CN(CC1)C1=C(C(=C(C(=N1)S[C@@H](C(=O)N)C1=CC=CC=C1)C#N)CC)C#N)O